(R)-(3,3-difluorocyclobutyl)(6-(2-methyl-2H-pyrazolo[3,4-b]pyridin-5-yl)thieno[2,3-b]pyridin-2-yl)methanol FC1(CC(C1)[C@@H](O)C1=CC=2C(=NC(=CC2)C2=CC=3C(N=C2)=NN(C3)C)S1)F